COC(CC[C@@H](C(=O)NC1=C(C=C(C=C1)Cl)C(C1=C(C=CC=C1)F)=O)NC(=O)OC(C)(C)C)=O (S)-5-((2-fluoro-benzoyl-4-chlorophenyl)amino)-4-((tert-butoxycarbonyl)amino)-5-oxopentanoic acid methyl ester